(3R)-3-(4-{3-oxo-1-oxa-8-azaspiro[4.5]decan-8-yl}phenyl)piperidine-2,6-dione O=C1COC2(C1)CCN(CC2)C2=CC=C(C=C2)[C@@H]2C(NC(CC2)=O)=O